CN1C(=NC2=C(C1=O)SC(C2)C)SCC(=O)NC=2SC1=C(N2)C=CC(=C1)C 2-[(3,6-dimethyl-4-oxo-6,7-dihydrothieno[3,2-d]pyrimidin-2-yl)sulfanyl]-N-(6-methyl-1,3-benzothiazol-2-yl)acetamide